3-[(3-bromophenyl)(cyclobutyl)methyl]-4-methyl-1,2,4-triazole BrC=1C=C(C=CC1)C(C1=NN=CN1C)C1CCC1